COC(C1CCN(CC1)C1=CC(=C(C(=O)NC2C(NC(CC2)=O)=O)C=C1)F)OC 4-[4-(dimethoxymethyl)-1-piperidyl]-N-(2,6-dioxo-3-piperidyl)-2-fluoro-benzamide